BrC=1C(=CC=C2C(=CNC12)C1=NC(=NC=C1C(F)(F)F)N[C@@H]1C[C@H](CC1)NCCCCN(C)C(=O)OC(C)(C)C)C(=O)O 7-bromo-3-(2-(((1S,3S)-3-((4-((t-butyloxycarbonyl)(methyl)amino)butyl)amino)cyclopentyl)amino)-5-(trifluoromethyl)pyrimidin-4-yl)-1H-indole-6-carboxylic acid